OC[C@H]1OC(C[C@@H]1O)OC (2r,3s)-2-(hydroxymethyl)-5-methoxytetrahydrofuran-3-ol